tert-Butyl (NE)-N-{(4S)-4-(2-chloro-3-iodophenyl)-1-[(1RS,3RS)-4,4-difluoro-3-methoxycyclohexyl]-4-methyl-6-oxohexahydropyrimidin-2-ylidene}carbamate ClC1=C(C=CC=C1I)[C@]1(N/C(/N(C(C1)=O)[C@H]1C[C@H](C(CC1)(F)F)OC)=N\C(OC(C)(C)C)=O)C |&1:15,17|